N-hexyl-piperidinium cyanide [C-]#N.C(CCCCC)[NH+]1CCCCC1